C(C1=CC=CC=C1)OC(N[C@@H]1CN(CC[C@H]1O)C(=O)C1=CC2=C(N(C(=N2)C2=CC=3C(=NC=CC3)N2CC2CC2)C)C=C1)=O |r| trans-rac-N-[(3R,4R)-1-{2-[1-(cyclopropylmethyl)-1H-pyrrolo[2,3-b]pyridin-2-yl]-1-methyl-1H-1,3-benzodiazole-5-carbonyl}-4-hydroxypiperidin-3-yl]carbamic acid benzyl ester